CC(CC(=O)C1C(=O)NCCCC1)CC(C)(C)C 3,5,5-trimethylhexanoyl-caprolactam